C(C)(=O)N1\C(\C(C2=CC=CC=C12)=O)=C/C1=NC(=C(C=C1)OCC(=O)N1CCOCC1)F (Z)-1-acetyl-2-((6-fluoro-5-(2-morpholino-2-oxoethoxy)-pyridin-2-yl)-methylene)-indolin-3-one